NC1=NC=CC=C1C1=NC=2C(=NC(=CC2)C2=CC=CC=C2)N1C1=CC=C(CN2C3CN(CC2CC3)C3=NC(=NC=N3)C#N)C=C1 4-(8-(4-(2-(2-Aminopyridin-3-yl)-5-phenyl-3H-imidazo[4,5-b]pyridin-3-yl)benzyl)-3,8-diazabicyclo[3.2.1]octan-3-yl)-1,3,5-triazine-2-carbonitrile